C[C@@]1([C@H]2C[C@H]3[C@@H](C(=O)C(=C([C@]3(C(=O)C2=C(C4=C1C=CC=C4O)O)O)O)C(=O)NCN5CCN(CC5)CCO)N(C)C)O The molecule is tetracycline in which a hydrogen attached to the amide nitrogen is substituted by a 4-[(2-hydroxyethyl)piperazin-1-yl]methyl group. It has a role as an antimicrobial agent. It is a member of tetracyclines, a N-alkylpiperazine and a tertiary alpha-hydroxy ketone. It is a conjugate base of a pipacycline(1+).